OCCC=1C=NC=CC1 3-(2-hydroxyethyl)pyridine